(1S)-1-[(3R)-3-fluoro-1-[4-({8-[3-(methanesulfonylmeth-yl)azetidin-1-yl]-5-(propan-2-yl)isoquinolin-3-yl}amino)pyrimidin-2-yl]pyrrolidin-3-yl]ethan-1-ol F[C@]1(CN(CC1)C1=NC=CC(=N1)NC=1N=CC2=C(C=CC(=C2C1)C(C)C)N1CC(C1)CS(=O)(=O)C)[C@H](C)O